(2S,4R)-4-(methanesulfonyloxy)pyrrolidine-1,2-dicarboxylate CS(=O)(=O)O[C@@H]1C[C@H](N(C1)C(=O)[O-])C(=O)[O-]